N,N'-(5-amino-3-iminopyridine-2,6(1H,3H)-diylidene)bis[6,7-dimethyl-2-(propan-2-yloxy)pyrazolo[1,5-a]pyridin-3-amine] NC1=CC(C(NC1=NC=1C(=NN2C1C=CC(=C2C)C)OC(C)C)=NC=2C(=NN1C2C=CC(=C1C)C)OC(C)C)=N